C(C)(C)(C)C1N2C(C3=CC(=C(C=C3C1)C1=CN=C(S1)OC)OC)=CC(C(=C2)C(=O)OCC)=O Ethyl 6-tert-butyl-10-methoxy-9-(2-methoxythiazol-5-yl)-2-oxo-6,7-dihydro-2H-pyrido[2,1-a]isoquinoline-3-carboxylate